ClCC(=O)NC1=CC=2C(C3=CC=CC(=C3C(C2C(=C1)OCCCC=C)=O)OCCCC=C)=O 2-chloro-N-(9,10-dioxo-4,5-bis(pent-4-en-1-yloxy)-9,10-dihydroanthracen-2-yl)acetamide